FC=1C=C(C=C(C1F)F)[B-](C1=CC(=C(C(=C1)F)F)F)(C1=CC(=C(C(=C1)F)F)F)C1=CC(=C(C(=C1)F)F)F.C12=CCC[C@H](CC1)[NH+]2C tropenium tetrakis(3,4,5-trifluorophenyl)borate